α,α'-diiodo-m-xylene ICC1=CC(=CC=C1)CI